ClC=1C(=CC2=C(N(C(C3(CCC3)O2)=O)C)C1)OC 6-Chloro-7-methoxy-4-methyl-4H-spiro[1,4-benzoxazine-2,1'-cyclobutan]-3-one